N[C@@H](CN[C@H](COC1CC1)C1=CC=2N(N=C1)C=C(N2)[C@H](C2CCC(CC2)(F)F)NC(OC(C)(C)C)=O)C(F)(F)F tert-Butyl ((S)-(7-((S)-1-(((S)-2-amino-3,3,3-trifluoropropyl)amino)-2-cyclopropoxyethyl)imidazo[1,2-b]pyridazin-2-yl)(4,4-difluorocyclohexyl)methyl)carbamate